(2E)-1-(1,3-dihydroisoindol-2-yl)-3-{2-phenylimidazo[1,2-a]pyridin-3-yl}prop-2-en-1-one C1N(CC2=CC=CC=C12)C(\C=C\C1=C(N=C2N1C=CC=C2)C2=CC=CC=C2)=O